N-(2-(3,6-dichloro-7-cyclopropyloxynaphthalen-1-yl)ethyl)acetamide ClC=1C=C(C2=CC(=C(C=C2C1)Cl)OC1CC1)CCNC(C)=O